N-(3-(1H-imidazol-1-yl)propyl)-5-phenyl-7-(pyrrolidin-1-yl)pyrazolo[1,5-a]pyrimidine-2-carboxamide N1(C=NC=C1)CCCNC(=O)C1=NN2C(N=C(C=C2N2CCCC2)C2=CC=CC=C2)=C1